CS(=O)(=O)C1=C(C=CC=C1)C1=NN2C(=NC=3C=CC=CC3C2=N1)NC=1C(N=CC=CC1)=O (3R)-3-({2-[2-(S-methylsulfonyl)phenyl][1,2,4]triazolo[1,5-c]quinazolin-5-yl}amino)azepin-2-one